CC1=CC=C(C=C1)S(=O)(=O)OC1C2CCC(C1)O2 7-oxabicyclo[2.2.1]heptan-2-yl 4-methylbenzenesulfonate